C(C1=CC=CC=C1)NCCCCN benzylbutylenediamine